ClC1=C(C(=C(C=C1OC)OC)Cl)N1C(N(C2=C(C1)C=NC(=N2)N[C@H]2[C@H](COC2)NC(C(=C)C)=O)CC)=S N-((3R,4S)-4-((6-(2,6-dichloro-3,5-dimethoxyphenyl)-8-ethyl-7-thioxo-5,6,7,8-tetrahydropyrimido[4,5-d]pyrimidin-2-yl)amino)tetrahydrofuran-3-yl)methacrylamide